4-(1H-pyrido[3,2-H]imidazo[5,4-f]quinoline-2-yl)phenol N1C(=NC2=C1C=1C=CC=NC1C1=C2C=CC=N1)C1=CC=C(C=C1)O